4-[(4-methylpiperazin-1-yl)methyl]-N-(4-methyl-3-([4-(pyridin-3-yl)pyrimidin-2-yl]amino)phenyl)benzamide CN1CCN(CC1)CC1=CC=C(C(=O)NC2=CC(=C(C=C2)C)NC2=NC=CC(=N2)C=2C=NC=CC2)C=C1